Cl.FC([C@@H](N)C1=CC=C(C=C1)F)(F)F (S)-2,2,2-trifluoro-1-(4-fluorophenyl)ethan-1-amine hydrochloride